1-((5-Chloro-1-methyl-3-(5-methylisoxazol-3-yl)-1H-pyrazol-4-yl)methyl)-N-(2-(piperidin-1-yl)ethyl)azepan-3-amine ClC1=C(C(=NN1C)C1=NOC(=C1)C)CN1CC(CCCC1)NCCN1CCCCC1